(S)-5-((4-((2-hydroxy-1-phenylethyl)amino)-5-(3-(pyridin-3-yl)-1,2,4-oxadiazol-5-yl)pyrimidin-2-yl)amino)isoindolin-1-one OC[C@H](C1=CC=CC=C1)NC1=NC(=NC=C1C1=NC(=NO1)C=1C=NC=CC1)NC=1C=C2CNC(C2=CC1)=O